3-(5-acetyl-4,5,6,7-tetrahydropyrazolo[1,5-a]pyrazin-2-yl-amino)-1-methyl-5-(4,4,5,5-tetramethyl-1,3,2-dioxaborolan-2-yl)pyridin-2(1H)-one C(C)(=O)N1CC=2N(CC1)N=C(C2)NC=2C(N(C=C(C2)B2OC(C(O2)(C)C)(C)C)C)=O